benzo[4,5]thieno[3,2-b]pyran-2-one O1C2=C(C=CC1=O)SC1=C2C=CC=C1